methyl (E)-4-(3-(tert-butoxy)-3-oxoprop-1-en-1-yl)-2-fluorobenzoate C(C)(C)(C)OC(/C=C/C1=CC(=C(C(=O)OC)C=C1)F)=O